FC=1C=C2C(=NC=NC2=CC1)N1CC=2C=C(C=NC2CC1)N1CC(OCC1)C=1C=NC=CC1 4-(6-(6-fluoroquinazolin-4-yl)-5,6,7,8-tetrahydro-1,6-naphthyridin-3-yl)-2-(pyridin-3-yl)morpholine